C(C(=C)C)(=O)OCCOC(CC(=O)C)=O (acetoacetoxy)ethyl methacrylate